COC(C[C@@H]1CN(C[C@H](C1)C1=CC=C(C=C1)C#C)CC1=CC=C(C=C1)C1(N=NC=CC=C1)C(F)(F)F)=O trans-2-(5-(4-ethynylphenyl)-1-(4-(3-(trifluoromethyl)-3H-diazepin-3-yl)benzyl)piperidin-3-yl)acetic acid methyl ester